(S)-N'-((3,3-dimethyl-1,2,3,5,6,7-hexahydrodicyclopenta[b,e]pyridin-8-yl)carbamoyl)-4-(hydroxymethyl)-5-(2-hydroxypropan-2-yl)thiazole-2-sulfonimidamide CC1(CCC=2C1=NC1=C(C2NC(=O)N=[S@@](=O)(N)C=2SC(=C(N2)CO)C(C)(C)O)CCC1)C